FC=1C=CC=2C[C@@H](C2C1)N\C(=N/O)\C1=NON=C1OCCCNS(N)(=O)=O (S,Z)-N-(4-fluorobicyclo[4.2.0]octa-1(6),2,4-trien-7-yl)-N'-hydroxy-4-(3-(sulfamoylamino)propoxy)-1,2,5-oxadiazole-3-carboximidamide